bis(4-butylphenyl)iodonium sulfonium [SH3+].C(CCC)C1=CC=C(C=C1)[I+]C1=CC=C(C=C1)CCCC